(E)-(3-(4-methoxyphenyl)acryloyl)-D-leucine COC1=CC=C(C=C1)/C=C/C(=O)N[C@H](CC(C)C)C(=O)O